4,4'-METHYLENEDIANILINE 4-oxo-4-(3-(2-(5,6,7,8-tetrahydro-1,8-naphthyridin-2-yl)ethyl)azetidin-1-yl)butanoate O=C(CCC(=O)O)N1CC(C1)CCC1=NC=2NCCCC2C=C1.C(C1=CC=C(N)C=C1)C1=CC=C(N)C=C1